C(C)(C)(C)C(C(=O)O)CCCCCCCCCCCCCC(=O)O tert-butyl-hexadecanedioic acid